C(#N)C=1C=C(C(=O)O)C=C(C1C(C)(C)O)C1=CC2=C(NC=N2)C=C1 3-cyano-4-(2-hydroxypropan-2-yl)-5-(1H-benzimidazol-5-yl)benzoic acid